CN(C(C=C)=O)C(C)CC N-methyl-N-sec-butyl-acrylamide